alpha-ethylsuccinic acid C(C)C(C(=O)O)CC(=O)O